C(C1=CC=CC=C1)OC=1C=C2C(CCC(C2=CC1)(O)C1=CC=C(C=C1)N1CCC(CC1)C(OC)OC)(F)F 6-(benzyloxy)-1-(4-(4-(dimethoxymethyl)piperidin-1-yl)phenyl)-4,4-difluoro-1,2,3,4-tetrahydronaphthalen-1-ol